ClC1=CC=C(C=C1)[C@H](C(F)(F)F)N(S(=O)(=O)N1C[C@@H](OCC1)C)CC (S)-N-((R)-1-(4-chlorophenyl)-2,2,2-trifluoroethyl)-N-ethyl-2-methylmorpholine-4-sulfonamide